Tetra-i-pentyl-pyromellitic acid C(CC(C)C)OC(C=1C(C(=O)OCCC(C)C)=CC(=C(C1)C(=O)OCCC(C)C)C(=O)OCCC(C)C)=O